exo,exo-7-oxabicyclo[2.2.1]hept-5-ene-2,3-diylbis(methylene) diacetate C(C)(=O)OCC1C2C=CC(C1COC(C)=O)O2